C(C)[C@@]1(C2=C(NC=3N=CC(=CC13)F)CC(CC2=O)(C)C)C2=CC(=CC=C2)C2=C(C=NC=C2)OC (R)-5-ethyl-3-fluoro-5-(3-(3-methoxypyridin-4-yl)phenyl)-8,8-dimethyl-5,8,9,10-tetrahydrobenzo[b][1,8]naphthyridin-6(7H)-one